CC=1OC2=C(C1C(=O)O)C=C(C=C2C)OCC=2C(=NC=CC2)C(F)(F)F 2,7-dimethyl-5-((2-(trifluoromethyl)pyridin-3-yl)methoxy)benzofuran-3-carboxylic acid